(S)-6-chloro-2-(3-(1,2-dimethoxyethyl)-1H-1,2,4-triazol-5-yl)-5-methoxy-1-methyl-3-(1H-pyrazol-4-yl)-1H-pyrrolo[3,2-b]pyridine ClC=1C=C2C(=NC1OC)C(=C(N2C)C2=NC(=NN2)[C@@H](COC)OC)C=2C=NNC2